O[C@H](CNC(=O)C1=NC=C(C=C1)NC=1OC(=CN1)C1=CC=C(C=C1)C(F)(F)F)CO (R)-N-(2,3-dihydroxypropyl)-5-((5-(4-(trifluoromethyl)phenyl)oxazol-2-yl)amino)pyridinecarboxamide